C(C1=CC=CC=C1)(=O)N(\C(=N/[H])\SC)C=1C(=NC(=CC1CO)Cl)Cl Methyl (E)-N-benzoyl-N-(2,6-dichloro-4-(hydroxymethyl)pyridin-3-yl)carbamimidothioate